thiazol-4-ylmethyl 4-(6-(2-methoxyethoxy)pyrazolo[1,5-a]pyrimidin-3-yl)piperidine-1-carboxylate COCCOC=1C=NC=2N(C1)N=CC2C2CCN(CC2)C(=O)OCC=2N=CSC2